NC=1N=NC(=CC1N1CCN(CC1)CC(=O)O)C1=C(C=CC=C1)O 2-(4-(3-Amino-6-(2-hydroxyphenyl)pyridazin-4-yl)piperazin-1-yl)acetic acid